FC1=C(CP(OCC)(OCC)=O)C=CC(=C1)[N+](=O)[O-] diethyl (2-fluoro-4-nitrobenzyl)phosphonate